N-benzo[d]thiazol-2-yl-N''-(2-methyl-5-chloroaniline-carbonyl)-guanidine S1C(=NC2=C1C=CC=C2)NC(=NC(=O)NC2=C(C=CC(=C2)Cl)C)N